3-(3-methyl-5-nitro-1-oxo-3,4-dihydro-phthalazin-2(1H)-yl)piperidine-2,6-dione CN1N(C(C2=CC=CC(=C2C1)[N+](=O)[O-])=O)C1C(NC(CC1)=O)=O